bis(4-chlorobenzoyl) peroxide ClC1=CC=C(C(=O)OOC(C2=CC=C(C=C2)Cl)=O)C=C1